CC1(N(C2=CC=C(C=C2CC1)N1CCN(CC1)C)C(=O)NCCC1=CC=CC=C1)C 2,2-dimethyl-6-(4-methylpiperazin-1-yl)-N-phenethyl-3,4-dihydroquinoline-1(2H)-carboxamide